tert-butyl 3-((1-allyl-6-chloro-8-nitro-2,2-dioxido-1,4-dihydro-3H-benzo[c][1,2,6]thiadiazin-3-yl)methyl)piperidine-1-carboxylate C(C=C)N1S(N(CC2=C1C(=CC(=C2)Cl)[N+](=O)[O-])CC2CN(CCC2)C(=O)OC(C)(C)C)(=O)=O